1-(4-(4-(5-(2,5-dichlorophenyl)-4,5-dihydroisoxazol-3-yl)thiazol-2-yl)piperidin-1-yl)-2-((6-(trifluoromethyl)pyridazin-3-yl)thio)ethan-1-one ClC1=C(C=C(C=C1)Cl)C1CC(=NO1)C=1N=C(SC1)C1CCN(CC1)C(CSC=1N=NC(=CC1)C(F)(F)F)=O